[N+](=O)([O-])C=1C=CC(=NC1)N1CCN(CC1)CC1=CC=C(C=C1)CO [4-[[4-(5-nitro-2-pyridyl)piperazin-1-yl]methyl]phenyl]methanol